FCCN1N=CC(=C1)C1C[C@H](N(CC1)CC1=C2C=CN(C2=C(C=C1OC)C)C(=O)OC(C)(C)C)C1=CC=C(C=C1)C(=O)OC t-butyl (S)-4-((4-(1-(2-fluoroethyl)-1H-pyrazol-4-yl)-2-(4-(methoxycarbonyl) phenyl) piperidin-1-yl) methyl)-5-methoxy-7-methyl-1H-indole-1-carboxylate